BrC1=C2C=C(C(N(C2=CC=C1)C)=O)O 5-bromo-3-hydroxy-1-methylquinolin-2(1H)-one